N1CC(C1)CN[C@H]1[C@@H](C1)C=1C=C2CCN(C2=CC1)S(=O)(=O)C1=CC=CC=C1 trans-N-(azetidin-3-ylmethyl)-2-(1-(phenylsulfonyl)indolin-5-yl)cyclopropylamine